fluoro-4-(hydroxymethyl)benzamide FC1=C(C(=O)N)C=CC(=C1)CO